FC=1C=C(NC2=CC=C(C(=N2)C(=O)NC2CCC3=CC=C(C=C23)C(F)(F)F)OC)C=C(C1)F 6-(3,5-difluoroanilino)-3-methoxy-N-[6-(trifluoromethyl)indan-1-yl]pyridine-2-carboxamide